ClC=1C=C(C=C(C1OC=1C=C2C3(C(NC2=CC1)=O)C(C3)C)Cl)NC(C(=O)O)=O 2-((3,5-dichloro-4-((2-methyl-2'-oxospiro[cyclopropane-1,3'-indolin]-5'-yl)oxy)phenyl)amino)-2-oxoacetic acid